CC1=CC=C(C=C1)C(N1CCN(CC1)CC=1C=C(C=CC1C(F)(F)F)N1CCN(CCC1)C)C1=CC=C(C=C1)C 1-(3-((4-(bis(4-methylphenyl)methyl)piperazin-1-yl)methyl)-4-(trifluoromethyl)phenyl)-4-methyl-1,4-diazepane